ammonium nitrosulfide [N+](=O)([O-])S[N+](=O)[O-].[NH4+]